3'-bromobiphenyl-3-carboxylic acid BrC=1C=C(C=CC1)C1=CC(=CC=C1)C(=O)O